2-(2-chlorophenyl)benzofuran ClC1=C(C=CC=C1)C=1OC2=C(C1)C=CC=C2